FC(OC1=CC(=NN1C)NC(C1=CC(=C(C=C1)C)C#CC=1C=NC=CC1)=O)F N-[5-(difluoromethoxy)-1-methyl-1H-pyrazol-3-yl]-4-methyl-3-[2-(pyridin-3-yl)ethynyl]benzamide